FC1=C(C(=C(C(=C1F)C(F)F)F)F)C=C 2,3,5,6-tetrafluoro-1-ethenyl-4-(difluoromethyl)benzene